C(C)N(C1=CC=C(C=C1)C=CC=C)CC 4-diethylaminophenyl-1,3-butadiene